diethylhexyl-sulfosuccinic acid sodium salt [Na+].C(C)C(C(C(=O)[O-])(S(=O)(=O)[O-])CCCCCC)(C(=O)[O-])CC.[Na+].[Na+]